C1(CC1)C1=NC=NC(=C1C1=NC=C2NC(N(C2=N1)CC1=CC(=C(C=C1)C=1N(C=C(N1)C(F)(F)F)C)F)=N)OC 2-(4-cyclopropyl-6-methoxy-pyrimidin-5-yl)-9-[[3-fluoro-4-[1-methyl-4-(trifluoromethyl)imidazol-2-yl]phenyl]methyl]-7H-purin-8-imine